C(C)(C)C1C[14C](C2=CC(=CC=C2C1)C(C)C)=O 3,7-diisopropyl-[1-14C]-tetralone